4-[[2-(5-chloro-2-hydroxy-phenyl)acetyl]amino]-N-[(3S)-3-(hydroxymethyl)tetrahydrofuran-3-yl]pyridine-2-carboxamide ClC=1C=CC(=C(C1)CC(=O)NC1=CC(=NC=C1)C(=O)N[C@]1(COCC1)CO)O